BrC1=C(C(=CC=2CCOC21)NC2=NC(=CC(=N2)NC)C)Cl N2-(7-bromo-6-chloro-2,3-dihydrobenzofuran-5-yl)-N4,6-dimethyl-pyrimidine-2,4-diamine